C(#C)C=1C(=CC=C2C=C(C=C(C12)C=1C(=C2C(=C(N=C(C2=CN1)N1CC2CCC(C1)N2C(=O)OC(C)(C)C)C)C([2H])([2H])[2H])F)OCOC)F tert-butyl 3-[6-[8-ethynyl-7-fluoro-3-(methoxymethoxy)-1-naphthyl]-5-fluoro-3-methyl-4-(trideuteriomethyl)-2,7-naphthyridin-1-yl]-3,8-diazabicyclo[3.2.1]octane-8-carboxylate